C[NH+](CCCCCCCCCCCCCCCCCC)CCCCCCCCCCCCCCCCCC.FC1=C(C(=C(C(=C1OB([O-])[O-])F)F)F)F.C[NH+](CCCCCCCCCCCCCCCCCC)CCCCCCCCCCCCCCCCCC (pentafluorophenyl)boric acid-methyldi-(octadecyl)ammonium salt